4-(4-methyl-4,5-dihydronaphtho[3,2,1-cd]indol-5-yl)morpholine CN1C(C=2C=3C(=CC=CC13)C1=CC=CC=C1C2)N2CCOCC2